3-(3-amino-2-fluorobenzyl)-7-(pyridazin-3-yloxy)-3,4-dihydro-2H-benzo[e][1,3]oxazin-2-one NC=1C(=C(CN2C(OC3=C(C2)C=CC(=C3)OC=3N=NC=CC3)=O)C=CC1)F